N1(CCCC1)C(=O)Cl Pyrrolidin-1-carbonyl chloride